1-(8-amino-3-phenyl-3,4-dihydro-1,5-benzoxazepine-5(2H)-yl)propan-1-one NC1=CC2=C(N(CC(CO2)C2=CC=CC=C2)C(CC)=O)C=C1